C(C)(=O)N1[C@H](CCC2=CC(=CC=C12)C1=CC=C(C(=O)N(C)CCN(C(=O)C=2N=C3N(C=C(N=C3N3CCOCC3)C=3C=NC(=NC3)N)C2)C)C=C1)C (S)-N-(2-(4-(1-Acetyl-2-methyl-1,2,3,4-tetrahydroquinolin-6-yl)-N-methylbenzamido)ethyl)-6-(2-aminopyrimidin-5-yl)-N-methyl-8-morpholinoimidazo[1,2-a]pyrazine-2-carboxamide